3-methylimidazole tetrafluorophosphate P(=O)(O)(O)F.P(=O)(O)(O)F.P(=O)(O)(O)F.P(=O)(O)(O)F.CN1C=NC=C1